(R)-4-(5-cyano-3H-[1,2,3]triazolo[4,5-b]pyridin-3-yl)-2-fluoro-N-(8-methylisoquinolin-1-yl)-N-(piperidin-3-yl)benzamide TFA salt OC(=O)C(F)(F)F.C(#N)C1=CC=C2C(=N1)N(N=N2)C2=CC(=C(C(=O)N([C@H]1CNCCC1)C1=NC=CC3=CC=CC(=C13)C)C=C2)F